N-[(2S,3R)-2-[(3-chlorophenyl)methyl]-4,4-difluoro-1-(2-methylpropanoyl)pyrrolidin-3-yl]ethanesulfonamide ClC=1C=C(C=CC1)C[C@@H]1N(CC([C@@H]1NS(=O)(=O)CC)(F)F)C(C(C)C)=O